N-{1-(4,4-Difluorocyclohexyl)-2-oxo-2-[(2-oxospiro[indoline-3,4'-tetrahydropyran]-6-yl)-amino]ethyl}-2-methylpyrazole-3-carboxamide FC1(CCC(CC1)C(C(NC1=CC=C2C(=C1)NC(C21CCOCC1)=O)=O)NC(=O)C=1N(N=CC1)C)F